sodium phosphite lead [Pb+2].P([O-])([O-])[O-].[Na+]